ClC=1C=C(C=NC1[C@@H](C)OC)NC(=O)C=1C=NN(C1C(F)(F)F)C1=CC=C(C=2N1C=CN2)F (R)-N-(5-chloro-6-(1-methoxyethyl)pyridin-3-yl)-1-(8-fluoroimidazo[1,2-a]Pyridin-5-yl)-5-(trifluoromethyl)-1H-pyrazole-4-carboxamide